(3-(5-(4-((5-cyclopropyl-1H-pyrazol-3-yl)amino)quinazolin-2-yl)pyridin-2-yl)-3,6-diazabicyclo[3.1.1]heptan-6-yl)(6-methoxypyridin-3-yl)methanone C1(CC1)C1=CC(=NN1)NC1=NC(=NC2=CC=CC=C12)C=1C=CC(=NC1)N1CC2N(C(C1)C2)C(=O)C=2C=NC(=CC2)OC